5-chloro-N-(3-cyanophenyl)-2-(4-fluoro-2-methylphenoxy)benzamide ClC=1C=CC(=C(C(=O)NC2=CC(=CC=C2)C#N)C1)OC1=C(C=C(C=C1)F)C